N[C@H]1CCOC2=CC=C(C=C12)C#N (S)-4-aminochroman-6-carbonitrile